C1C=C2C(=CC(=O)O2)C(O1)O The molecule is a furopyran and lactone that is (2H-pyran-3(6H)-ylidene)acetic acid which is substituted by hydroxy groups at positions 2 and 4 and in which the hydroxy group at position 4 has condensed with the carboxy group to give the corresponding bicyclic lactone. A mycotoxin produced by several species of Aspergillus and Penicillium, it has antibiotic properties but has been shown to be carcinogenic and mutagenic. It has a role as an antimicrobial agent, a mycotoxin, a carcinogenic agent, a mutagen, a Penicillium metabolite and an Aspergillus metabolite. It is a furopyran, a lactol and a gamma-lactone.